[Mg].[Ca].[Al].[Fe] iron aluminum calcium magnesium